ClC=1C(=NC(=C(C1)F)C1=C(C=C(C=C1)SC(F)(F)F)Cl)C(=O)OC Methyl 3-chloro-6-(2-chloro-4-((trifluoromethyl) thio)phenyl)-5-fluoropicolinate